2-[(4-chlorophenyl) methyl]-2-azaspiro[3.3]heptan-6-yl (2R,6S)-4-(5-methanesulfonylpyrimidin-2-yl)-2,6-dimethyl-piperazine-1-carboxylate CS(=O)(=O)C=1C=NC(=NC1)N1C[C@H](N([C@H](C1)C)C(=O)OC1CC2(CN(C2)CC2=CC=C(C=C2)Cl)C1)C